COC=1C2=C(N=CN1)CN(CC2)C(=O)C2=C(OC=1N=CN=C(C12)NC1(CC1)C)C (4-methoxy-5,8-dihydropyrido[3,4-d]pyrimidin-7(6H)-yl)(6-methyl-4-((1-methylcyclopropyl)amino)furo[2,3-d]pyrimidin-5-yl)methanone